N-(4-bromo-2,5-difluorophenyl)-6-chloro-1-(2,3-dihydroxypropyl)pyrrolo[2,3-b]pyridine-3-sulfonamide BrC1=CC(=C(C=C1F)NS(=O)(=O)C1=CN(C2=NC(=CC=C21)Cl)CC(CO)O)F